OCCC(C(C#N)C=1SC=CC1)C1=CC=CC=C1 5-hydroxy-3-phenyl-2-(thiophen-2-yl)valeronitrile